Methyl 2,3-diazido-3-methyl-2-phenylbutanoate N(=[N+]=[N-])C(C(=O)OC)(C(C)(C)N=[N+]=[N-])C1=CC=CC=C1